6-{6-azaspiro[3.4]octan-6-ylmethyl}-4-(trifluoromethyl)-2,3-dihydroisoindol-1-one C1CCC12CN(CC2)CC2=CC(=C1CNC(C1=C2)=O)C(F)(F)F